(2R,6R)-1-isobutyryl-6-methyl-N-(4-(pyrimidin-2-yl)benzyl)-4-((1R)-4,4,4-trifluoro-3-hydroxy-3-methyl-1-phenylbutyl)piperazine-2-carboxamide C(C(C)C)(=O)N1[C@H](CN(C[C@H]1C)[C@H](CC(C(F)(F)F)(C)O)C1=CC=CC=C1)C(=O)NCC1=CC=C(C=C1)C1=NC=CC=N1